1-(4-tritylsulfanyl-butyl)pyrrolidine C(C1=CC=CC=C1)(C1=CC=CC=C1)(C1=CC=CC=C1)SCCCCN1CCCC1